5-[3-({6,6-difluoro-8-azabicyclo[3.2.1]octan-3-yl}oxy)-6H-isochromeno[3,4-b]pyridin-8-yl]-2-methylpyridazin-3-one FC1(C2CC(CC(C1)N2)OC2=CC=C1C(=N2)OCC=2C=C(C=CC21)C2=CC(N(N=C2)C)=O)F